C(C)[C@@H]1N(C[C@H](N(C1)C(C)C1=NC=2N(C=C1)N=C(C2F)C)CC)C=2C=1C(N(C(C2)=O)C)=CN(N1)CC#N 2-(7-((2S,5R)-2,5-diethyl-4-(1-(3-fluoro-2-methylpyrazolo[1,5-a]pyrimidin-5-yl)ethyl)piperazin-1-yl)-4-methyl-5-oxo-4,5-dihydro-2H-pyrazolo[4,3-b]pyridin-2-yl)acetonitrile